N1=CN=C(C=C1)C1=C(C(=O)OCC)C=CC=N1 ethyl 2-(pyrimidin-4-yl)nicotinate